The molecule is the R-enantiomer of 3-hydroxybutyric acid. Involved in the synthesis and degradation of ketone bodies, it can be used as an energy source by the brain during hypoglycaemia, and for the synthesis of biodegradable plastics. It is a sex pheremone in the European spider Linyphia triangularis. It has a role as a human metabolite, a pheromone and a fungal metabolite. It is a ketone body and a 3-hydroxybutyric acid. It is a conjugate acid of a (R)-3-hydroxybutyrate. It is an enantiomer of a (S)-3-hydroxybutyric acid. C[C@H](CC(=O)O)O